C[C@H]1CNC(C=2N1N=CC2)=O (7S)-7-methyl-6,7-dihydropyrazolo[1,5-a]pyrazin-4(5H)-one